methyl 3-[[3-(difluoromethyl)imidazol-4-yl]methylamino]-4-nitro-benzoate FC(N1C=NC=C1CNC=1C=C(C(=O)OC)C=CC1[N+](=O)[O-])F